N[C@@H]1C2=CC(=C(C=C2CC12CCN(CC2)C2=NC(=C(N=C2)SC2=C(C(=NC=C2)N)Cl)N)F)O (S)-1-amino-1'-(6-amino-5-((2-amino-3-chloropyridin-4-yl)thio)pyrazin-2-yl)-5-fluoro-1,3-dihydrospiro[indene-2,4'-piperidin]-6-ol